2'-bromo-4'-tosyl-4',6',7a',8',9',10'-hexahydro-3H-spiro[benzo[b]thiophene-2,7'-pyrrolo[1',2':1,7]azepino[4,3,2-cd]indol]-3-one BrC=1C=C2C=3C(=CN(C3C1)S(=O)(=O)C1=CC=C(C)C=C1)CC1(C3N2CCC3)C(C3=C(S1)C=CC=C3)=O